ClC=1C=CC=2N=CN=C(C2N1)NC1=C(C(=C(C=C1)OCC1COC1)Cl)F 6-Chloro-N-(3-chloro-2-fluoro-4-(oxetan-3-ylmethoxy)phenyl)pyrido[3,2-d]pyrimidin-4-amine